COC(=O)N1C(COCC1)C methylmorpholine-4-carboxylic acid methyl ester